(s)-N-(chroman-4-yl)-3-(2,3-dichlorophenyl)-7-dimethylamino-2-methylthieno[3,2-b]pyridine-6-carboxamide O1CC[C@@H](C2=CC=CC=C12)NC(=O)C=1C(=C2C(=NC1)C(=C(S2)C)C2=C(C(=CC=C2)Cl)Cl)N(C)C